FC1(CCN(CC1)C(=O)C=1C=C2C(=NC1)N(N=N2)C=2C=CC(=NC2)C#N)F 5-(6-(4,4-difluoropiperidine-1-carbonyl)-3H-[1,2,3]triazolo[4,5-b]pyridin-3-yl)picolinonitrile